Methyl 1-(2-phenylethyl)-4-[phenyl(propanoyl) amino]piperidine-4-carboxylate hydrochloride Cl.C1(=CC=CC=C1)CCN1CCC(CC1)(C(=O)OC)N(C(CC)=O)C1=CC=CC=C1